4-methoxy-2,6-dimethylbenzeneboronic acid COC1=CC(=C(C(=C1)C)B(O)O)C